2-(hexyloxy)ethanol C(CCCCC)OCCO